chloro-N-(piperidin-4-yl)-1,8-naphthyridin-3-amine hydrochloride Cl.ClC1=NC2=NC=CC=C2C=C1NC1CCNCC1